4-(1-((2,6-diethoxy-4'-fluoro-[1,1'-biphenyl]-4-yl)methyl)-4-fluoropiperidine-4-carboxamido)benzoic acid, trifluoroacetic acid salt FC(C(=O)O)(F)F.C(C)OC1=C(C(=CC(=C1)CN1CCC(CC1)(C(=O)NC1=CC=C(C(=O)O)C=C1)F)OCC)C1=CC=C(C=C1)F